COC(=O)C=1C=CC(=C2C=NN(C12)C1(COC1)C1=CC=C(C=C1)C1CC1)C#CC (3-(4-cyclopropylphenyl)oxetan-3-yl)-4-(propan-1-yn-1-yl)-1H-indazole-7-carboxylic acid methyl ester